3-{3-[(1S)-1-amino-2,3-dihydro-1H-inden-5-yl]-5-(oxetan-3-yl)imidazo[4,5-b]pyridin-2-yl}pyridin-2-amine N[C@H]1CCC2=CC(=CC=C12)N1C(=NC=2C1=NC(=CC2)C2COC2)C=2C(=NC=CC2)N